N1C(=O)NC(=O)C(F)=C1 cis-fluorouracil